N'-{4-(1-methylindol-3-yl)pyrimidin-2-yl}benzene-1,3-diamine CN1C=C(C2=CC=CC=C12)C1=NC(=NC=C1)NC=1C=C(C=CC1)N